Butyl 3-((2,5,5-trimethylbicyclo[2.2.1]heptan-2-yl)thio)propanoate CC1(C2CC(C(C1)C2)(C)C)SCCC(=O)OCCCC